NC(CCCCOC=1C(=C2CCCC2=C(C1)OCC=1C(=C(C=CC1)C1=CC=CC=C1)C)CN1[C@@H](CCCC1)C(=O)O)=O (S)-1-((5-((5-amino-5-oxopentyl)oxy)-7-((2-methyl-[1,1'-biphenyl]-3-yl)methoxy)-2,3-dihydro-1H-inden-4-yl)methyl)piperidine-2-carboxylic acid